ClC=1C=CC(=C(C(=O)O)C1)N[C@H](C)C=1C=C(C=C2C(C(=C(OC12)SCC)C)=O)C 5-Chloro-2-[[(1R)-1-(2-ethylsulfanyl-3,6-dimethyl-4-oxo-chromen-8-yl)ethyl]amino]benzoic acid